ClC=1C=C(C=CC1F)NC(=O)NC1=C(C(=C(C=C1)F)C(=O)C=1C=C2N=C(C=NC2=CC1)N1CCCC1)F 1-(3-chloro-4-fluorophenyl)-3-(2,4-difluoro-3-(3-(pyrrolidin-1-yl)quinoxaline-6-carbonyl)phenyl)urea